FC1=CC=CC=2[C@H]3N(C[C@@H](OC21)C3)C(C(CC#N)(C)C)=O 4-[(2S,5S)-9-fluoro-2,3-dihydro-2,5-methano-1,4-benzoxazepin-4(5H)-yl]-3,3-dimethyl-4-oxobutanenitrile